2-azido-1-ethanol N(=[N+]=[N-])CCO